4-amino-3-mercaptopyridine NC1=C(C=NC=C1)S